N=1C=C(N2C1C=NC=C2)C2=CC=C(C(=N2)OC)NC(=O)C=2C(=NOC2C)C2=CC=CC=C2 N-(6-(Imidazo[1,2-a]pyrazin-3-yl)-2-methoxypyridin-3-yl)-5-methyl-3-phenylisoxazole-4-carboxamide